C(CCCC)N1C(C=2C(C1=O)=CC=CC2)=O N-Pentyl-Phthalimide